CCCCCCCCCCCCCCCCCCCCCCCCCCCCCCCC n-Dotricontane